C(CC(C)C)C1=NC2=C(N1C(=O)N)C=CC=C2N2CCOCC2 iso-Pentyl-4-morpholino-1H-benzo[d]imidazole-1-carboxamide